L-PHENYLALANINAMID N[C@@H](CC1=CC=CC=C1)C(=O)N